S1C=NC2=C1C=CC(=C2)NC(=O)C2C(CN(CC2)S(=O)(=O)C=2C=NC=CC2)C N-(benzo[d]thiazol-5-yl)-3-methyl-1-(pyridin-3-ylsulfonyl)piperidine-4-carboxamide